(S)-2-(2-(2-Hydroxy-2-(tetrahydro-2H-pyran-4-yl)acetyl)-6-(3-methyl-1H-pyrrolo[2,3-b]pyridin-5-yl)-1,2,3,4-tetrahydroisoquinolin-8-yl)pyrrolidine-1-carboxylic acid tert-butyl ester C(C)(C)(C)OC(=O)N1[C@@H](CCC1)C=1C=C(C=C2CCN(CC12)C(C(C1CCOCC1)O)=O)C=1C=C2C(=NC1)NC=C2C